C(C=1C(O)=CC=CC1)(=O)OC(C)(C)C tert-butyl (salicylate)